N-(2-oxo-1,2-dihydrospiro[indol-3,4'-oxetan]-6-yl)-2-[(1r,4S)-4-methylcyclohexyl]acetamide O=C1NC2=CC(=CC=C2C12CCO2)NC(CC2CCC(CC2)C)=O